3-(4-(2-(((3R,4S)-1-((2-Aminopyrimidin-5-yl)sulfonyl)-3-methylpiperidin-4-yl)amino)-5-(trifluoromethyl)pyrimidin-4-yl)-1H-imidazol-1-yl)-6-methylpicolinonitrile NC1=NC=C(C=N1)S(=O)(=O)N1C[C@H]([C@H](CC1)NC1=NC=C(C(=N1)C=1N=CN(C1)C=1C(=NC(=CC1)C)C#N)C(F)(F)F)C